ClC1=NC=C(C(=N1)NC1=CC2=C(OCCO2)C=C1)Cl 2,5-Dichloro-N4-(2,3-dihydrobenzo[b][1,4]dioxin-6-yl)pyrimidin-4-amine